(3-isopropenyl-2,2-dimethylcyclobutyl)methoxymethyl-benzene C(=C)(C)C1C(C(C1)COCC1=CC=CC=C1)(C)C